3-(3-((3'H-spiro[cyclopropane-1,2'-[1,4]oxazepino[7,6-g]quinoline]-4'(5'H)-yl)methyl)-4-methylphenyl)-3-(1,4-dimethyl-1H-benzo[d][1,2,3]triazol-5-yl)-2,2-dimethylpropanoic acid O1C2(CN(CC=3C1=CC=1C=CC=NC1C3)CC=3C=C(C=CC3C)C(C(C(=O)O)(C)C)C3=C(C1=C(N(N=N1)C)C=C3)C)CC2